C(C)(C)(C)OC(=O)N1CCN(CC1)C=1OC(=CN1)C1=C(C(=CC=C1)Br)OC 4-(5-(3-bromo-2-methoxyphenyl)oxazol-2-yl)piperazine-1-carboxylic acid tert-butyl ester